ethyl 5-(1-(((benzyloxy)carbonyl)amino)cyclopropyl)-2-(hydroxymethyl)benzoate C(C1=CC=CC=C1)OC(=O)NC1(CC1)C=1C=CC(=C(C(=O)OCC)C1)CO